FC1=CC=C(C=N1)N1N=C(C=2C1=NC=C(C2)NC(C=C)=O)C N-(1-(6-fluoropyridin-3-yl)-3-methyl-1H-pyrazolo[3,4-b]pyridin-5-yl)acrylamide